((1-((3-((cyclohexylmethyl)sulfonamido)-4-methoxybenzo[d]isoxazol-6-yl)methyl)-1H-pyrazol-3-yl)methyl)propiolamide C1(CCCCC1)CS(=O)(=O)NC1=NOC2=C1C(=CC(=C2)CN2N=C(C=C2)CC#CC(=O)N)OC